C(C)(=O)S[C@H]1[C@H]2[C@@H]3CC[C@](CCC(=O)O)([C@]3(CC[C@@H]2[C@]2(CCC(C=C2C1)=O)C)C)O 7a-Acetylthio-17α-hydroxy-3-oxopregn-4-ene-21-carboxylic acid